CC1=NC=CC(=C1)C1=CC=C2N=C3CCCCC3=C(C2=C1)N 7-(2-methylpyridin-4-yl)-1,2,3,4-tetrahydroacridin-9-amine